N'-(2,4-dinitrophenyl)ethane-1,2-diamine [N+](=O)([O-])C1=C(C=CC(=C1)[N+](=O)[O-])NCCN